FC=1C=NNC1C(=O)OC methyl 4-fluoro-1H-pyrazole-5-carboxylate